C1(CC1)C1=NN(C(C=2N1C1=C(C2)C=CS1)=O)CC(=O)N[C@H]1CN(CCC1)C R-2-(8-CYCLOPROPYL-5-OXOTHIENO[3',2':4,5]PYRROLO[1,2-D][1,2,4]TRIAZIN-6(5H)-YL)-N-(1-METHYLPIPERIDIN-3-YL)ACETAMIDE